menthylL-lactate C1(CC(C(CC1)C(C)C)OC([C@@H](O)C)=O)C